9-isopropyl-N-(1-methyl-1H-pyrazol-4-yl)-7,10-dioxo-6-(4-(trifluoromethyl)benzyl)-2,6,9-triazaspiro[4.5]decane-2-carboxamide C(C)(C)N1CC(N(C2(CCN(C2)C(=O)NC=2C=NN(C2)C)C1=O)CC1=CC=C(C=C1)C(F)(F)F)=O